OC=1C(OC(C1O)C1OC2(OC1)CCSCC2)=O 3,4-dihydroxy-5-(1,4-dioxa-8-thiaspiro[4.5]decan-2-yl)furan-2(5H)-one